FC1=C(C=C(C=C1)F)S(=O)(=O)NC1=C(C(=C(C=C1)C)C1=CC2=C(N=C(N=C2)NC)N2C1=NCC2)F 2,5-difluoro-N-(2-fluoro-4-methyl-3-(2-(methylamino)-8,9-dihydroimidazo[1',2':1,6]pyrido[2,3-d]pyrimidin-6-yl)phenyl)benzenesulfonamide